tert-butyl ({(7R)-3-(benzyloxy)-7-[(tert-butoxycarbonyl)amino]-1-fluoro-5,6,7,8-tetrahydronaphthalen-2-yl}amino)acetate C(C1=CC=CC=C1)OC=1C(=C(C=2C[C@@H](CCC2C1)NC(=O)OC(C)(C)C)F)NCC(=O)OC(C)(C)C